C(C)(C)OCCCOC(C)C 1,3-diisopropyloxypropane